BrC=1C=C(C=2N(C1)C=CN2)NC(C)=O N-(6-bromoimidazo[1,2-a]pyridin-8-yl)acetamide